CO[C@@H]1[C@@H](CCCC1)NCCC[C@@H](C)OC1=C(C=CC(=C1)C)S(=O)(=O)N1[C@@H](CCC1)C(=O)OC Methyl ((2-(((R)-5-(((1R,2S)-2-methoxycyclohexyl)amino)pentan-2-yl)oxy)-4-methylphenyl)sulfonyl)-L-prolinate